N-[1-(1-ethylazetidin-3-yl)ethyl]-5-[4-(trifluoromethyl)phenoxy]naphthalene-2-carboxamide C(C)N1CC(C1)C(C)NC(=O)C1=CC2=CC=CC(=C2C=C1)OC1=CC=C(C=C1)C(F)(F)F